N1C=C(C2=CC=CC=C12)/C=C/C(=O)NC=1C=C(C=CC1)C (E)-3-(1H-indol-3-yl)-N-(m-tolyl)acrylamide